[Cl-].[Cl-].CC1(C=CC=C1)[Zr+2]C1(C=CC=C1)C bis[methylcyclopentadienyl]zirconium dichloride